4-[4-[2-(dimethylamino)ethoxy]anilino]-2-methylsulfanyl-pyrimidine-5-carbaldehyde CN(CCOC1=CC=C(NC2=NC(=NC=C2C=O)SC)C=C1)C